ethyl (2E,4Z)-decadienoate CCCCC/C=C\C=C\C(=O)OCC